BrC(C1=CC=CC(=N1)C(=O)[O-])C1=CC=C(C=C1)C(=O)OC(C)(C)C 6-(bromo(4-(tert-butoxycarbonyl)phenyl)methyl)picolinate